3-methoxy-N-methyl-4-{[3-(4-{[(1S,4S)-4-(dimethylamino)cyclohexyl]amino}-1-(2,2,2-trifluoro-ethyl)-1H-indol-2-yl)prop-2-yn-1-yl]amino}benzamide COC=1C=C(C(=O)NC)C=CC1NCC#CC=1N(C2=CC=CC(=C2C1)NC1CCC(CC1)N(C)C)CC(F)(F)F